tert-Butyl (3S)-3-{[5-(2-chloro-5-cyanophenyl)-1-trityl-1H-indazol-3-yl]carbamoyl}piperidine-1-carboxylate ClC1=C(C=C(C=C1)C#N)C=1C=C2C(=NN(C2=CC1)C(C1=CC=CC=C1)(C1=CC=CC=C1)C1=CC=CC=C1)NC(=O)[C@@H]1CN(CCC1)C(=O)OC(C)(C)C